8-(7-(difluoromethyl)-6-(1-methyl-1H-pyrazol-4-yl)-3,4-dihydroquinolin-1(2H)-yl)-N-methyl-6-(4-oxocyclohexyl)-3,4-dihydroisoquinoline-2(1H)-carboxamide FC(C1=C(C=C2CCCN(C2=C1)C=1C=C(C=C2CCN(CC12)C(=O)NC)C1CCC(CC1)=O)C=1C=NN(C1)C)F